NC1=C(C=2C(=NC=C(C2)[N+](=O)[O-])N1C1=C(C(=CC=C1C)OC)C)C(=O)O 2-amino-1-(3-methoxy-2,6-dimethyl-phenyl)-5-nitro-pyrrolo[2,3-b]Pyridine-3-carboxylic acid